methyl 4-(((1s,4s)-4-((2-aminoethoxy)methyl)cyclohexyl)methoxy)butanoate NCCOCC1CCC(CC1)COCCCC(=O)OC